C(C)N(CCNC(=O)C1=C(NC(=C1C)\C=C\1/C(NC2=CC=C(C=C12)C1=C(C2=C(OCCN2)N=C1)C)=O)C)CC (Z)-N-(2-(diethylamino)ethyl)-2,4-dimethyl-5-((5-(8-methyl-2,3-dihydro-1H-pyrido[2,3-b][1,4]oxazin-7-yl)-2-oxoindolin-3-ylidene)methyl)-1H-pyrrole-3-carboxamide